C12(CC(C1)C2)C(=O)C2=C(C(=C(C(=C2C)C)C)C)C bicyclo[1.1.1]pentan-1-yl-(2,3,4,5,6-pentamethylphenyl)methanone